R-malic acid C([C@H](O)CC(=O)O)(=O)O